methyl 6-amino-7-(3-methoxy-2,6-dimethylphenyl)-3-methyl-3H-imidazo[4,5-b]pyridine-5-carboxylate NC=1C(=C2C(=NC1C(=O)OC)N(C=N2)C)C2=C(C(=CC=C2C)OC)C